methyl 2-chloro-6-methoxypyridine-4-carboxylate ClC1=NC(=CC(=C1)C(=O)OC)OC